2-((R)-3-(4-amino-2-oxo-3-(4-phenoxyphenyl)-2,3-dihydro-1H-imidazo[4,5-c]pyridin-1-yl)piperidine-1-carbonyl)-4-((R)-2-(methoxymethyl)pyrrolidin-1-yl)-4-methylpent-2-enenitrile NC1=NC=CC2=C1N(C(N2[C@H]2CN(CCC2)C(=O)C(C#N)=CC(C)(C)N2[C@H](CCC2)COC)=O)C2=CC=C(C=C2)OC2=CC=CC=C2